5-nitro-4-((2,2,2-trifluoroethyl)amino)pyridin [N+](=O)([O-])C=1C(=CC=NC1)NCC(F)(F)F